C(O)([O-])=O Hydrogen carbonat